C1(=CC=CC=C1)N(C1=CC=C(C=C1)C=1C=CC2=C(SC(=C2)[Sn](CCCC)(CCCC)CCCC)C1)C1=CC=CC=C1 N,N-diphenyl-4-(2-(tributylstannyl)benzo[b]thiophen-6-yl)aniline